2,5-dihydroxy-benzenedicarbaldehyde OC1(C(C=C(C=C1)O)C=O)C=O